1,1,1,3,3,3-hexafluoro-propan-2-yl (R or S)-1-(pyridazin-4-ylcarbamoyl)-6-azaspiro-[2.5]octane-6-carboxylate N1=NC=C(C=C1)NC(=O)[C@@H]1CC12CCN(CC2)C(=O)OC(C(F)(F)F)C(F)(F)F |o1:9|